C1(=CC=CC=C1)SC1=C(C=C(C=C1C(C)C)C(C)C)C(C)C 2,4,6-triisopropylphenyl phenyl sulfide